(2R,3S,4R,5R)-2-acetoxy-5-(2,4-dioxo-3,4-dihydropyrimidin-1(2H)-yl)-4-methoxytetrahydrofuran-3-yl benzoate C(C1=CC=CC=C1)(=O)O[C@@H]1[C@H](O[C@H]([C@@H]1OC)N1C(NC(C=C1)=O)=O)OC(C)=O